4-ethyl-3-(4,4,5,5-tetramethyl-1,3,2-dioxaborolan-2-yl)-1-{[2-(trimethyl-silyl)ethoxy]methyl}-1H,4H,5H-pyrrolo[3,2-b]pyridin-5-one C(C)N1C2=C(C=CC1=O)N(C=C2B2OC(C(O2)(C)C)(C)C)COCC[Si](C)(C)C